2-{3-methoxy-4-[(1s,3s)-3-(dimethylamino)cyclobutoxy]phenylamino}-4-(3-quinolylamino)pyrimidine COC=1C=C(C=CC1OC1CC(C1)N(C)C)NC1=NC=CC(=N1)NC=1C=NC2=CC=CC=C2C1